tert-butyl (3aS,6aR)-1-(5-((tert-butoxycarbonyl)amino)pyridin-3-yl)hexahydrocyclopenta[c]pyrrole-2(1H)-carboxylate C(C)(C)(C)OC(=O)NC=1C=C(C=NC1)C1N(C[C@@H]2[C@H]1CCC2)C(=O)OC(C)(C)C